N(=[N+]=[N-])C1=C(C=NC(=C1)Cl)C(C)=O 1-(4-azido-6-chloro-3-pyridinyl)ethanone